5-bromo-6-{6-[2-(tertbutyldimethylsilyl)ethynyl]-4-methylpyridin-3-yl}-7-methyl-7H-pyrrolo[2,3-d]pyrimidin-4-amine BrC1=C(N(C=2N=CN=C(C21)N)C)C=2C=NC(=CC2C)C#C[Si](C)(C)C(C)(C)C